(R)-1-(1-(7-fluoro-1-oxo-1,2-dihydroisoquinolin-4-yl)ethyl)-3-(4-fluorophenyl)-1-methylurea FC1=CC=C2C(=CNC(C2=C1)=O)[C@@H](C)N(C(=O)NC1=CC=C(C=C1)F)C